ClC1=CC=2N(C=C1)C(=C(N2)C2=C(C=C(C=C2)C(NC)=O)C)C[C@H]2CN(CCO2)C(=O)OC methyl (S)-2-((7-chloro-2-(2-methyl-4-(methylcarbamoyl)phenyl)-imidazo[1,2-a]pyridin-3-yl)methyl)morpholine-4-carboxylate